C(N)(OCCCN(C)C)=O (3-(dimethylamino) propyl) carbamate